C(C1=CC=CC=C1)N1C(N(SC1=O)C(C1=CC=CC=C1)C1=CC=CC=C1)=O Benzyl-2-diphenylmethyl-1,2,4-thiadiazolidine-3,5-dione